CN1CC(C1)(CC(C)OCCCCCCCC\C=C/C\C=C/CCCCC)CC(C)OCCCCCCCC\C=C/C\C=C/CCCCC 1-methyl-3,3-bis(2-(((9Z,12Z)-octadec-9,12-dien-1-yl)oxy)propyl)azetidine